5-methyl-oxy-uridine COC=1C(NC(N([C@H]2[C@H](O)[C@H](O)[C@@H](CO)O2)C1)=O)=O